FC1=C(C(=C(C=C1C1=NN(C2=C1C=NC(=C2)N2CC(OCC2)COC)C)C(F)(F)F)F)O 2,6-Difluoro-3-(6-(2-(methoxymethyl)morpholino)-1-methyl-1H-pyrazolo[4,3-c]pyridin-3-yl)-5-(trifluoromethyl)phenol